OC1=C(C(=CC(=C1C(=O)NS(=O)(=O)\C=C\C)CCCCC)O)C1CCCC(=C1)C (E)-2,6-dihydroxy-5'-methyl-4-pentyl-N-(prop-1-en-1-ylsulfonyl)-1',2',3',4'-tetrahydro-[1,1-biphenyl]-3-carboxamide